1-(3-benzyloxycyclobutoxy)-3-fluoro-benzene C(C1=CC=CC=C1)OC1CC(C1)OC1=CC(=CC=C1)F